N[C@H]1CC=2C(=NC=CC2NC(=O)C2=CNCCS2)N1C N-((1R,2R)-2-Amino-2,3-dihydro-methyl-1H-pyrrolo[2,3-b]pyridin-4-yl)-3,4-dihydro-2H-1,4-thiazine-6-carboxamide